FC=1C(=NC(=C(C1)B1OC(C(O1)(C)C)(C)C)C)NC 3-Fluoro-N,6-dimethyl-5-(4,4,5,5-tetramethyl-1,3,2-dioxaborolan-2-yl)pyridin-2-amine